gold Thian S1CCCCC1.[Au]